(2R)-2-[2-(1,1-difluoropropyl)-4,5-difluorophenoxy]-3-fluoropropionic acid FC(CC)(F)C1=C(O[C@H](C(=O)O)CF)C=C(C(=C1)F)F